3-(4-cyano-3-(isoquinolin-4-yl)-2-oxoimidazolin-1-yl)azetidine-1-carboxylic acid tert-butyl ester C(C)(C)(C)OC(=O)N1CC(C1)N1C(N(C(C1)C#N)C1=CN=CC2=CC=CC=C12)=O